2-Methyl-5-(8-(4-(oxetan-3-yl)piperazin-1-yl)octyl)-4-oxoquinazoline CC1=NC2=CC=CC(=C2C(N1)=O)CCCCCCCCN1CCN(CC1)C1COC1